C1(=CC=CC=C1)C=1C(=C(C=CC1)C1=NN=NC(=C1C1=C(C(=CC=2C3=CC=CC=C3CC12)C)C)C1=CC=CC=C1)C=1[Se]C2=C(C1)C=CC=C2 phenylbenzselenophenyl[phenyl(dimethylfluorenyl)triazinyl]benzene